4-[5-(1-cyanocyclobutyl)benzimidazol-1-yl]-2,6-dimethoxy-N-(2,2,2-trifluoroethyl)benzamide C(#N)C1(CCC1)C1=CC2=C(N(C=N2)C2=CC(=C(C(=O)NCC(F)(F)F)C(=C2)OC)OC)C=C1